(2S)-2-((difluoromethoxy)methyl)-N-(2-(2,6-dioxopiperidin-3-yl)-1-oxoisoindolin-5-yl)indoline-1-carboxamide FC(OC[C@H]1N(C2=CC=CC=C2C1)C(=O)NC=1C=C2CN(C(C2=CC1)=O)C1C(NC(CC1)=O)=O)F